2-methyl-N-(1-oxazol-2-ylpent-4-enyl)propane-2-sulfinamide CC(C)(C)S(=O)NC(CCC=C)C=1OC=CN1